ClC1=CC=C2C(=C1)NC(C21N(C(C=2N=C(N(C21)C(C)C)C2=C(C=C(C=C2)CC)OC)=O)C2=C(C=CC(=C2)Cl)C)=O 6-chloro-5'-(5-chloro-2-methylphenyl)-2'-(4-ethyl-2-methoxyphenyl)-3'-isopropyl-3'H-spiro[indoline-3,4'-pyrrolo[3,4-d]imidazole]-2,6'(5'H)-dione